2-(4-cyclopropylpiperazin-1-yl)-N-(6-(thiazol-5-yl)isoquinolin-3-yl)acetamide C1(CC1)N1CCN(CC1)CC(=O)NC=1N=CC2=CC=C(C=C2C1)C1=CN=CS1